C(CCCCCCCCCCC)N(C)CC dodecyl-ethylmethyl-amine